methyl 2,4-dichloronicotinate ClC1=C(C(=O)OC)C(=CC=N1)Cl